(2S,4R)-1-(2-(3-acetyl-5-(2-methylpyrimidin-5-yl)-1H-indazol-1-yl)acetyl)-N-(2'-chloro-5'-(N,N-dimethylsulfamoyl)-2-fluoro-[1,1'-biphenyl]-3-yl)-4-fluoropyrrolidine-2-carboxamide C(C)(=O)C1=NN(C2=CC=C(C=C12)C=1C=NC(=NC1)C)CC(=O)N1[C@@H](C[C@H](C1)F)C(=O)NC=1C(=C(C=CC1)C1=C(C=CC(=C1)S(N(C)C)(=O)=O)Cl)F